C(N)(=O)C=1C=C(CNC(=O)C=2C=CC3=C(N(C(=N3)C3=CC(=CC=C3)Cl)C3CC(CC3)C(NC)=O)C2)C=CC1 N-(3-carbamoylbenzyl)-2-(3-chlorophenyl)-1-(3-(methylcarbamoyl)cyclopentyl)-1H-benzo[d]imidazole-6-carboxamide